N-(2,2-difluoropropyl)-2-methyl-5-((4-methylthiazol-5-yl)methoxy)benzofuran-3-carboxamide FC(CNC(=O)C1=C(OC2=C1C=C(C=C2)OCC2=C(N=CS2)C)C)(C)F